C#C[C@@H](/C=C/CCCCCCCCC/C=C\\CCCC/C=C\\CCCCCCC/C=C/[C@H](C#C)O)O The molecule is an enyne that is (4E,13Z,19Z,30E)-tetratriaconta-4,13,19,30-tetraene-1,33-diyne substituted by hydroxy groups at positions 3 and 32 (the 3R,32R-stereoisomer). It has been isolated from the marine sponge Petrosia. It has a role as an antineoplastic agent, an animal metabolite and a marine metabolite. It is a diol, an enyne, a secondary alcohol and a terminal acetylenic compound.